(2,4-dichlorophenyl)-1-cyclopropanecarbonitrile ClC1=C(C=CC(=C1)Cl)C1(CC1)C#N